ClC=1C=CC2=C(SC(=C2C#N)C2=C(C=NN2C)I)C1 6-chloro-2-(4-iodo-1-methyl-1H-pyrazol-5-yl)benzo[b]thiophene-3-carbonitrile